2-butyl-6-heptylpiperidine C(CCC)C1NC(CCC1)CCCCCCC